2-(chloromethyl)-5-nitro-1H-benzo[d]Imidazole ClCC1=NC2=C(N1)C=CC(=C2)[N+](=O)[O-]